1-(4,4-dimethyl-7-nitro-3,4-dihydroisoquinolin-2(1H)-yl)-2,2,2-trifluoroethan-1-one CC1(CN(CC2=CC(=CC=C12)[N+](=O)[O-])C(C(F)(F)F)=O)C